C(C)N1CC2N(C3=CC(=CC=C13)OC)CCC2 5-ethyl-8-methoxy-1,2,3,3a,4,5-hexahydro-pyrrolo(1,2-a)quinoxaline